O=C1NC(CCC1NC(=O)C1=CC=CC(=N1)CCCCC=1C(=NC=CC1)C(=O)N)=O (4-(6-((2,6-dioxopiperidin-3-yl)carbamoyl)pyridin-2-yl)butyl)picolinamide